ClC=1C=CC(=C(C1)C1=CC(N(C=C1OC)C(C(=O)NC1=CC=C(C(=O)OC(C)(C)C)C=C1)CC)=O)C=1OC(=NN1)C(F)(F)F tert-Butyl 4-({2-[4-{5-chloro-2-[5-(trifluoromethyl)-1,3,4-oxadiazol-2-yl]phenyl}-5-methoxy-2-oxopyridin-1(2H)-yl]butanoyl}amino)benzoate